2,4-di-tert-butyl-6-nitro-phenyl carbonate C(OC1=C(C=C(C=C1[N+](=O)[O-])C(C)(C)C)C(C)(C)C)([O-])=O